(2-((1R-4S)-4-methoxycyclohexyl)propan-2-yl)-2,4-dimethylimidazo[1,5-a]pyrimidine-8-carboxamide COC1CCC(CC1)C(C)(C)C=1C(=NC=2N(C1C)C=NC2C(=O)N)C